S(=O)(=O)(O)C(C(=O)[O-])(CSSCC(C(=O)[O-])(N1C(CCC1=O)=O)S(=O)(=O)O)N1C(CCC1=O)=O.CC(CC[NH3+])(C)C.CC(CC[NH3+])(C)C 3,3-dimethylbutyl-ammonium 3,3'-dithiobis[sulfosuccinimidylpropionate]